[Na+].[Na+].[Na+].C(=O)([O-])C=1C(=NSC1S)O.C(=O)([O-])C=1C(=NSC1S)O.C(=O)([O-])C=1C(=NSC1S)O 4-Carboxy-5-mercapto-3-hydroxy-isothiazole trisodium salt